tert-butyl (1r,4r)-4-(bromomethyl)cyclohexane-1-carboxylate BrCC1CCC(CC1)C(=O)OC(C)(C)C